1,1'-sulfinylbis(naphthalen-2-ol) S(=O)(C1=C(C=CC2=CC=CC=C12)O)C1=C(C=CC2=CC=CC=C12)O